(4-(2-(tert-butyl)phenyl)piperidin-1-yl)(tetrahydrothiophen-2-yl)methanone C(C)(C)(C)C1=C(C=CC=C1)C1CCN(CC1)C(=O)C1SCCC1